ClCC(C(=O)O)C 2-(chloromethyl)propanoic acid